ClC=1C=C(C=CC1C1CC1)N1CC(C1)C1=CC(=C(C=O)C(=C1)C)C 4-(1-(3-chloro-4-cyclopropylphenyl)azetidin-3-yl)-2,6-dimethylbenzaldehyde